diethoxysilylpropyl acrylate dibutoxysilyl-propyl-acrylate diisopropyl-oxysilylpropyl-acrylate C(C)(C)O[SiH](OC(C)C)CCCOC(C=C)=O.C(CCC)O[SiH](OCCCC)C=C(C(=O)O)CCC.C(C=C)(=O)OCCC[SiH](OCC)OCC